4-[[9-[(3S)-tetrahydrofuran-3-yl]-8-(2,4,6-trifluoroanilino)purin-2-yl]amino]cyclohexanol O1C[C@H](CC1)N1C2=NC(=NC=C2N=C1NC1=C(C=C(C=C1F)F)F)NC1CCC(CC1)O